FC=1C(=C2C=CN=CC2=C(C1)[C@H](CCO)O)CNC1CC(C1)OC1=CC(=C(C=C1)F)C(F)(F)F (S)-1-(6-fluoro-5-((((1r,3S)-3-(4-fluoro-3-(trifluoromethyl)phenoxy)cyclobutyl)amino)methyl)isoquinolin-8-yl)propane-1,3-diol